N1(N=CN=C1)CCOC1=CC=C(C=N1)CC1=NOC(=C1)C=1C(=NC=CC1)N 3-(3-((6-(2-(1H-1,2,4-triazol-1-yl)ethoxy)pyridin-3-yl)methyl)isoxazol-5-yl)pyridin-2-amine